methyl (R)-(-)-3-hydroxyisobutyrate C[C@H](CO)C(=O)OC